ClC1=CN=C2N1C=C(C=N2)C=2C=CN1N=C(N=CC12)N[C@@H]1C[C@@H](C1)N1CCOCC1 5-(3-chloroimidazo[1,2-a]pyrimidin-6-yl)-N-(cis-3-morpholinocyclobutyl)pyrrolo[2,1-f][1,2,4]triazin-2-amine